C(C)(C)(C)OC(=O)N1C[C@@H](CC1)CN.N1(CCCC1)/C=C/C1=NC=CC=N1 2-[(E)-2-pyrrolidin-1-ylvinyl]pyrimidine tert-butyl-(S)-3-(aminomethyl)pyrrolidine-1-carboxylate